rac-N-((4R,5S)-4-(2-nitrophenyl)-6-oxo-1-phenyl-4,5,6,7-tetrahydro-1H-pyrazolo[3,4-b]pyridin-5-yl)-3-(trifluoromethyl)benzamide [N+](=O)([O-])C1=C(C=CC=C1)[C@@H]1C2=C(NC([C@H]1NC(C1=CC(=CC=C1)C(F)(F)F)=O)=O)N(N=C2)C2=CC=CC=C2 |r|